N1N=CC=2C=NC=C(C21)C(=O)N pyrazolo[4,3-c]pyridine-7-carboxamide